N-[1-[2-(2-pyridyl)-5-(trifluoromethoxy)-1,2,4-triazol-3-yl]ethyl]-3,5-bis(trifluoromethyl)benzamide N1=C(C=CC=C1)N1N=C(N=C1C(C)NC(C1=CC(=CC(=C1)C(F)(F)F)C(F)(F)F)=O)OC(F)(F)F